N-Succinimidyl Chloroformate C1CC(=O)N(C1=O)OC(=O)Cl